CS(=O)(=NC=1C=NC=C(C1)C)C Dimethyl((5-methyl-pyridin-3-yl)imino)-λ6-sulfanone